N-(5-(1H-pyrazol-4-yl)pyridin-2-yl)-4-((2-ethyl-4-phenylthiazol-5-yl)oxy)pyridin-2-amine N1N=CC(=C1)C=1C=CC(=NC1)NC1=NC=CC(=C1)OC1=C(N=C(S1)CC)C1=CC=CC=C1